C(C)(C)(C)N[C@H]1CN(CC1)C=1N=NC(=CC1)Cl (3R)-N-tert-butyl-1-(6-chloropyridazin-3-yl)pyrrolidin-3-amine